N-(1'-(2-(7-oxabicyclo[2.2.1]hept-2-yl)-6-methylpyrimidin-4-yl)-1',2'-dihydrospiro[cyclopropane-1,3'-pyrrolo[3,2-c]pyridin]-6'-yl)acetamide trifluoroacetate FC(C(=O)O)(F)F.C12C(CC(CC1)O2)C2=NC(=CC(=N2)N2CC1(C=3C=NC(=CC32)NC(C)=O)CC1)C